2-methylpiperazine-1,2,4-tricarboxylic acid 1-benzyl ester 4-tert-butyl ester 2-methyl ester COC(=O)C1(N(CCN(C1)C(=O)OC(C)(C)C)C(=O)OCC1=CC=CC=C1)C